2-[(4-isothiocyanatophenyl)methyl]-1,4,7,10-Tetraazacyclododecane-1,4,7,10-tetraacetic acid N(=C=S)C1=CC=C(C=C1)CC1N(CCN(CCN(CCN(C1)CC(=O)O)CC(=O)O)CC(=O)O)CC(=O)O